(R)-3-CYCLOPROPYL-N-(3-FLUOROPHENYL)-6-((1-METHYLPYRROLIDIN-3-YL)OXY)IMIDAZO[1,2-B]PYRIDAZIN-8-AMINE C1(CC1)C1=CN=C2N1N=C(C=C2NC2=CC(=CC=C2)F)O[C@H]2CN(CC2)C